2-amino-6-borono-2-(2-(4-phenyl-5,6-dihydropyridin-1(2H)-yl)ethyl)hexanoic acid NC(C(=O)O)(CCCCB(O)O)CCN1CC=C(CC1)C1=CC=CC=C1